N-(4-hydroxy-3-(3-phenyl-1H-pyrazol-1-yl)phenyl)-4-methylbenzenesulfonamide OC1=C(C=C(C=C1)NS(=O)(=O)C1=CC=C(C=C1)C)N1N=C(C=C1)C1=CC=CC=C1